(R)-2-fluoro-4-(5-methyl-1,3,4-oxadiazol-2-yl)-N-(8-methylisoquinolin-1-yl)-N-(piperidin-3-yl)benzamide FC1=C(C(=O)N([C@H]2CNCCC2)C2=NC=CC3=CC=CC(=C23)C)C=CC(=C1)C=1OC(=NN1)C